N(=[N+]=[N-])CCOCC1=CC=C(C=N1)COCCNC(OC(C)(C)C)=O tert-butyl (2-((6-((2-azidoethoxy)methyl)pyridin-3-yl)methoxy)ethyl)carbamate